5-(1-(2-(2-(4-(4-amino-3-(4-phenoxyphenyl)-1H-pyrazolo[3,4-d]pyrimidin-1-yl)piperidin-1-yl)ethoxy)ethyl)piperidin-4-yl)-2-(2,6-dioxopiperidin-3-yl)isoindoline-1,3-dione NC1=C2C(=NC=N1)N(N=C2C2=CC=C(C=C2)OC2=CC=CC=C2)C2CCN(CC2)CCOCCN2CCC(CC2)C=2C=C1C(N(C(C1=CC2)=O)C2C(NC(CC2)=O)=O)=O